O[C@H]1C[C@H]2[C@@H]3CCC([C@@]3(C)CC[C@@H]2[C@]2(CC/C(/CC12)=C/CCC(=O)O)C)=O (Z)-4-(6alpha-hydroxy-17-oxoandrostane-3-yliden)butyric acid